The molecule is a pyrimidine 2'-deoxyribonucleoside 3'-monophosphate that is the mono-(5-bromo-4-chloro-indol-3-yl) ester of thymidine 3'-phosphate. It has a role as a chromogenic compound. It is a bromoindole, a chloroindole and a pyrimidine 2'-deoxyribonucleoside 3'-monophosphate. It derives from a thymidine 3'-monophosphate. CC1=CN(C(=O)NC1=O)[C@H]2C[C@@H]([C@H](O2)CO)OP(=O)(O)OC3=CNC4=C3C(=C(C=C4)Br)Cl